OC1=C(C(N(C=C1C)C)=O)NC(NC(CC(=O)OCC)C1=CC(=CC=C1)OC1=CC=CC=C1)=O ethyl 3-(3-(4-hydroxy-1,5-dimethyl-2-oxo-1,2-dihydropyridin-3-yl)ureido)-3-(3-phenoxy phenyl)propanoate